[6-(trifluoromethyl)-pyridin-3-yl]Boric acid FC(C1=CC=C(C=N1)OB(O)O)(F)F